3-(((1-((2,6-dimethylpyridin-4-yl)ethynyl)cyclopropyl)methoxy)methyl)-2-iodoaniline CC1=NC(=CC(=C1)C#CC1(CC1)COCC=1C(=C(N)C=CC1)I)C